2-(3-aminophenyl)-1,3-benzoxazol-5-amine NC=1C=C(C=CC1)C=1OC2=C(N1)C=C(C=C2)N